2-(4-(2-(2,6-dimethylpyridin-4-yl)-6-fluoro-3-isopropyl-1H-indol-5-yl)piperidin-1-yl)-N,N-dimethylacetamide CC1=NC(=CC(=C1)C=1NC2=CC(=C(C=C2C1C(C)C)C1CCN(CC1)CC(=O)N(C)C)F)C